ethyl 4-benzyloxy-2-chloro-5-(1-hydroxy-2-methoxy-2-oxo-ethyl)-6-methyl-pyridine-3-carboxylate C(C1=CC=CC=C1)OC1=C(C(=NC(=C1C(C(=O)OC)O)C)Cl)C(=O)OCC